3-(5-(9-(3,3-difluoropiperidin-4-yl)-3,9-diazaspiro[5.5]undecan-3-yl)-3-methyl-2-oxo-2,3-dihydro-1H-benzo[d]imidazol-1-yl)piperidine-2,6-dione FC1(CNCCC1N1CCC2(CCN(CC2)C2=CC3=C(N(C(N3C)=O)C3C(NC(CC3)=O)=O)C=C2)CC1)F